C1(CCCCCCCCC1)CC(=O)O.NC=1C2=C(N=CN1)NC(=C2C2=C(C[C@H](CC2)C(=O)N2CCCC2)F)C2=CC=C(C=C2)NC(C(=C)C)=O (S)-N-(4-(4-amino-5-(2-fluoro-4-(pyrrolidine-1-carbonyl)cyclohex-1-en-1-yl)-7H-pyrrolo[2,3-d]pyrimidin-6-yl)phenyl)methacrylamide Cyclodecyl-acetate